NC1=CC=C(CCNC(C2=CC=C(C=C2)OC(F)(F)F)=O)C=C1 N-(4-Aminophenethyl)-4-(trifluoromethoxy)benzamide